CC=1C=C2C(C=C(OC2=C(C1)C(C)NC1=C(C(=O)O)C=CC=C1)C1=CC2=CN(N=C2C=C1)C1COC1)=O 2-((1-(6-Methyl-2-(2-(oxetan-3-yl)-2H-indazol-5-yl)-4-oxo-4H-chromen-8-yl)ethyl)amino)benzoic acid